FC1(CN(CC1(F)F)C=1C=2C(N=CN1)=NN(C2)C=2C(NC(NC2)=O)=O)F 5-[4-(3,3,4,4-Tetrafluoropyrrolidin-1-yl)pyrazolo[3,4-d]pyrimidin-2-yl]-1H-pyrimidine-2,4-dione